[Ce].N1C=NC=C1 imidazole cerium